(S)-2-(2-fluoro-4-(pyrrolidin-2-yl)phenyl)-N-(3-(4-fluoropiperidin-1-yl)propyl)-6-methylbenzo[d]imidazo[2,1-b]thiazole-7-carboxamide FC1=C(C=CC(=C1)[C@H]1NCCC1)C=1N=C2SC3=C(N2C1)C=C(C(=C3)C(=O)NCCCN3CCC(CC3)F)C